[Si].[Fe].[Mo].[Al] aluminum-molybdenum-iron-silicon